C(CCCCCCCCCCC)NCCCN N-dodecyl-1,3-propylenediamine